2-amino-4-chloro-6-oxopiperidine NC1NC(CC(C1)Cl)=O